CC(C)(C)C1=CC(=C(C(=C1)C(C)(C)C)O)C=N[C@H]2CCCC[C@@H]2N=CC3=C(C(=CC(=C3)C(C)(C)C)C(C)(C)C)O (S,S)-(+)-N,N'-Bis(3,5-di-tert-butylsalicylidene)-1,2-cyclohexanediamine